(2,3-dichloro-4-methoxyphenyl)boronic acid ClC1=C(C=CC(=C1Cl)OC)B(O)O